3-(3-chloro-4-cyclopropylphenyl)-1-ethyl-8-((4-hydroxytetrahydro-2H-pyran-4-yl)methyl)-1,3,8-triazaspiro[4.5]decane-2,4-dione ClC=1C=C(C=CC1C1CC1)N1C(N(C2(C1=O)CCN(CC2)CC2(CCOCC2)O)CC)=O